C(C1=CC=CC=C1)N1N=C(C(=C1OC)I)COCC1=CC=CC=C1 1-benzyl-3-(benzyloxymethyl)-4-iodo-5-methoxy-1H-pyrazole